ClC=1C=C(C=CC1F)C(=O)C=1N(C(=CN1)SC)COCC[Si](C)(C)C (3-chloro-4-fluorophenyl)(5-(methylthio)-1-((2-(trimethylsilyl)ethoxy)methyl)-1H-imidazol-2-yl)methanone